3-(2-(2-((tert-butyldimethylsilyl)oxy)ethoxy)-6-morpholinopyridin-4-yl)-4-methylaniline [Si](C)(C)(C(C)(C)C)OCCOC1=NC(=CC(=C1)C=1C=C(N)C=CC1C)N1CCOCC1